3-(6-chloro-5-(3'-cyano-2'-hydroxy-[1,1'-biphenyl]-4-yl)-1H-indazol-3-yl)propanoic acid ClC1=C(C=C2C(=NNC2=C1)CCC(=O)O)C1=CC=C(C=C1)C1=C(C(=CC=C1)C#N)O